2-Phenyl-1H-benzimidazol-5-sulfonylchlorid hydrochloride Cl.C1(=CC=CC=C1)C1=NC2=C(N1)C=CC(=C2)S(=O)(=O)Cl